COC=1C=C2CCNC(C2=CC1)CCC 6-methoxy-1-propyl-1,2,3,4-tetrahydroisoquinoline